NCCNC1=C(C=C2C(C(=CN(C2=C1)C1CC1)CN(CC1=CC(=NC=C1)C)[C@@H]1CN(CCC1)C=1C=NC(=CC1)C)=O)F 7-[(2-aminoethyl)amino]-1-cyclopropyl-6-fluoro-3-({[(3S)-1-(6-methylpyridin-3-yl)piperidin-3-yl][(2-methylpyridin-4-yl)methyl]amino}methyl)-1,4-dihydroquinolin-4-one